1-(2-(((2-(4-aminopiperidin-1-yl)-9-isopropyl-9H-purin-6-yl)amino)methyl)phenyl)piperidine-4-carboxamide NC1CCN(CC1)C1=NC(=C2N=CN(C2=N1)C(C)C)NCC1=C(C=CC=C1)N1CCC(CC1)C(=O)N